OCN1C(N(C(C1(C)C)=O)CO)=O 1,3-bis(hydroxymethyl)-5,5-dimethylimidazolidin-2,4-dione